C(=C)CC(=O)C1=CC=CC=C1 vinylphenylethan-1-one